7-isopropoxy-N-(1-methyl-2-oxo-1,2-dihydropyridin-3-yl)-2-(1-methyl-2-oxabicyclo[2.2.2]octan-4-yl)imidazo[1,2-a]pyridine-6-carboxamide C(C)(C)OC1=CC=2N(C=C1C(=O)NC=1C(N(C=CC1)C)=O)C=C(N2)C21COC(CC2)(CC1)C